[C@H](C)(CC)N1N=CC=2N=C(N=C(C21)N[C@@H](C=2C=NC1=CC=CC=C1C2)C2CC2)N2CCN(CC2)C(=O)N 4-{1-((S)-sec-butyl)-7-[((R)-cyclopropyl-quinolin-3-yl-methyl)-amino]-1H-pyrazolo[4,3-d]pyrimidin-5-yl}-piperazine-1-carboxylic acid amide